4-benzylaminocarbonyl-N-hydroxyphthalimide C(C1=CC=CC=C1)NC(=O)C=1C=C2C(C(=O)N(C2=O)O)=CC1